N(=O)N(CCC)CCC nitrosodi-1-propylamine